C(C)N(C(=O)[C@H]1CN([C@@H]2CC=3C4=C(C2=C1)C=CC=C4NC3)CCC3=CC=C(C=C3)OC)CC (6aR,9R)-N,N-diethyl-7-(4-methoxyphenethyl)-4,6,6a,7,8,9-hexahydroindolo[4,3-fg]quinoline-9-carboxamide